1-(3,4-dimethoxybenzyl)-4,4-dimethyl-5-oxo-4,5-dihydro-1H-pyrrole-2,3-dicarboxylic acid dimethyl ester COC(=O)C=1N(C(C(C1C(=O)OC)(C)C)=O)CC1=CC(=C(C=C1)OC)OC